[Ni].[Co] cobalt Nickel salt